Cl.FC1(OC2=C(O1)C=CC(=C2)C(=O)N2CCNCC2)F (2,2-difluorobenzo[d][1,3]dioxol-5-yl)(piperazin-1-yl)methanone hydrochloride